4-ethyl-N-(2,2,2-trifluoroethyl)pyrrolidine-1-carboxamide C(C)C1CCN(C1)C(=O)NCC(F)(F)F